ClC=1N=C(NC1C1=CC=C(C=C1)C)C#N 4-chloro-5-(4-tolyl)-1H-imidazole-2-carbonitrile